C(C1=CC=CC=C1)N(C1=CC=C2[C@@H](CC[C@@]3(CC=4N=C(N=C(C4CO3)N3CCOCCC3)SC)C2=C1C#N)C(F)(F)F)CC1=CC=CC=C1 |o1:15| (1R*,4R)-7-(dibenzylamino)-2'-(methylthio)-4'-(1,4-oxazepan-4-yl)-4-(trifluoromethyl)-3,4,5',8'-tetrahydro-2H-spiro[naphthalene-1,7'-pyrano[4,3-d]pyrimidine]-8-carbonitrile